CSC(C)C1=C(C=CC=C1)N1C(SCC1=O)=NC(N)=O 3-(3-(2-(1-(methylthio)ethyl)phenyl)-4-oxothiazolidin-2-ylidene)urea